Niobium(IV) 2-ethylhexanoate C(C)C(C(=O)[O-])CCCC.[Nb+4].C(C)C(C(=O)[O-])CCCC.C(C)C(C(=O)[O-])CCCC.C(C)C(C(=O)[O-])CCCC